C1(CC1)OC=1C(=CC(=NC1)C(=O)O)C=O 5-CYCLOPROPOXY-4-FORMYLPICOLINIC ACID